Cl.CC1=NC=NC(=C1C=C)N1CCNCC1 4-methyl-6-(piperazin-1-yl)-5-vinylpyrimidine hydrochloride